tert-butyl (4S)-4-((tert-butylsulfinyl) amino)-2-oxa-8-azaspiro[4.5]decane-8-carboxylate C(C)(C)(C)S(=O)N[C@@H]1COCC12CCN(CC2)C(=O)OC(C)(C)C